C(=C)N(C(C)=O)CCNC(C)=O N-(2-(N-vinylacetamido)ethyl)acetamide